CC1=CC=C(C=N1)NC(O[C@H](C)[C@H](C)OC1=C(C=C2C(=N1)SC(=N2)C2=C1N=CC(=NC1=CC(=C2)C)OC)F)=O (2R,3S)-3-((6-fluoro-2-(2-methoxy-7-methylquinoxalin-5-yl)thiazolo[5,4-b]pyridine-5-yl)oxy)butan-2-yl (6-methylpyridin-3-yl)carbamate